tert-butyl 4-((4-(2-((6,6-dimethyl-2,4-dioxo-3-azabicyclo[3.1.0]hexan-3-yl)methyl)thieno[3,2-b]pyridin-7-yl)-2-methyl-6-(trifluoromethyl)pyridin-3-yl)carbamoyl)piperidine-1-carboxylate CC1(C2C(N(C(C12)=O)CC1=CC2=NC=CC(=C2S1)C1=C(C(=NC(=C1)C(F)(F)F)C)NC(=O)C1CCN(CC1)C(=O)OC(C)(C)C)=O)C